CC=1C(NC(N([C@H]2[C@](O)([C@H](O)[C@@H](CO)O2)OC)C1)=O)=O 5-methyl-2'-methoxyuridine